Ethyl-N-[(4-methoxyphenyl)methyl]-6-methyl-4-[(1-methylcyclopropyl)amino]furo[2,3-d]pyrimidine-5-carboxamide C(C)C=1N=C(C2=C(N1)OC(=C2C(=O)NCC2=CC=C(C=C2)OC)C)NC2(CC2)C